COCCNC=1C(=NON1)C1=NOC(N1C1=CC(=CC=C1)C(F)(F)F)=O 3-{4-[(2-methoxyethyl)amino]-1,2,5-oxadiazol-3-yl}-4-[3-(trifluoromethyl)phenyl]-1,2,4-oxadiazol-5(4H)-one